heptyl-(E)-3-(6-amino-5-carbamoyl-4'-sulfamoyl-[1,1'-biphenyl]-3-yl)acrylic acid C(CCCCCC)/C(/C(=O)O)=C\C=1C=C(C(=C(C1)C(N)=O)N)C1=CC=C(C=C1)S(N)(=O)=O